C(CCCCCCCCCCCCCCC)(=O)O.C(CCCCCCCCCCCCCCC)(=O)O.OCC(O)CO.OCC(O)CO diglycerin dipalmitate